C(#N)C(NC(=O)C1C2C(C2CN1C([C@H](C(C)(C)C)NC(C(F)(F)F)=O)=O)(C)C)C1=C2C(=CN=C1)SC=C2C2CC2 N-[cyano-(3-cyclopropylthieno[2,3-c]pyridin-4-yl)methyl]-3-[(2S)-3,3-dimethyl-2-[(2,2,2-trifluoroacetyl)amino]butanoyl]-6,6-dimethyl-3-azabicyclo[3.1.0]hexane-2-carboxamide